tert-butyl N-[(1S)-1-(4-bromophenyl)ethyl]carbamate BrC1=CC=C(C=C1)[C@H](C)NC(OC(C)(C)C)=O